CNCCCCCNC N,N'-dimethyl-1,5-pentylenediamine